COC(=O)C1=C(NC(=C(C1C1=C(C=C(C=C1)CCOCCCN)[N+](=O)[O-])C(=O)OC)C)C 4-(4-(2-(3-aminopropoxy)ethyl)-2-nitrophenyl)-2,6-dimethyl-1,4-dihydropyridine-3,5-dicarboxylic acid dimethyl ester